C(C)(C)(C)C1=C(C(=CC(=C1)CCCON1OC2=C(C3=C(O1)C(=CC(=C3)C(C)(C)C)C(C)(C)C)C=C(C=C2C(C)(C)C)C(C)(C)C)C)O 2-tert-butyl-6-methyl-4-[3-(2,4,8,10-tetra-tert-butylbenzo[d][1,3,2]benzodioxazepin-6-yl)oxypropyl]phenol